(4,6-dimethylpyridin-2-yl)-4-nitrobenzenesulfonamide CC1=CC(=NC(=C1)C)C1=C(C=CC(=C1)[N+](=O)[O-])S(=O)(=O)N